N1CC(C1)OC=1N=CC(=NC1)C#N 5-(azetidin-3-yloxy)pyrazine-2-carbonitrile